C(COCCOC)OC1[C@H](O)[C@@H](O)[C@H](O)CO1 O-(3,6-dioxaheptyl)-xylopyranose